F[C@@H]1CN(CC[C@@H]1NC1=NN2C(C(=N1)OC)=C(C=C2[2H])C=2C=CC1=C(N(N=N1)CCF)C2)C N-((3R,4S)-3-fluoro-1-methylpiperidin-4-yl)-5-(1-(2-fluoroethyl)-1H-benzo[d][1,2,3]triazol-6-yl)-4-methoxypyrrolo[2,1-f][1,2,4]triazin-7-d-2-amine